secondary octyl thiophosphate P(=S)(OC(C)CCCCCC)([O-])[O-]